5-((4-chlorobenzyl)oxy)-1,3,4-thiadiazol-2-amine ClC1=CC=C(COC2=NN=C(S2)N)C=C1